ClC1=C(C=C(C(=C1)[N+](=O)[O-])Cl)N1CCN(CC1)C(C(F)(F)F)=O 1-(4-(2,5-Dichloro-4-nitrophenyl)piperazin-1-yl)-2,2,2-trifluoroethane-1-one